Bis-(diphenylphosphino)-1,1'-binaphthyl C1(=CC=CC=C1)P(C1=CC=CC=C1)C=1C(=C(C2=CC=CC=C2C1)C1=CC=CC2=CC=CC=C12)P(C1=CC=CC=C1)C1=CC=CC=C1